indole-3-glycerophosphate C1=CC=C2C(=C1)C(=CN2)C(C(COP(=O)(O)O)O)O